4-(1-(hydroxymethyl)cyclopropyl)-1H-1,2,3-triazol OCC1(CC1)C=1N=NNC1